phosphoserine calcium monohydrate O.[Ca].P(=O)(O)(O)OC[C@H](N)C(=O)O